C(C)O[Si](CCCCCCCC[Si](OCC)(OCC)OCC)(OCC)OCC 1,8-BIS(TRIETHOXYSILYL)OCTANE